N-(4-(5-amino-8-ethyl-3-(4-(pyrimidin-2-yloxy)phenyl)imidazo[1,2-c]pyrimidin-2-yl)phenyl)acrylamide NC1=NC=C(C=2N1C(=C(N2)C2=CC=C(C=C2)NC(C=C)=O)C2=CC=C(C=C2)OC2=NC=CC=N2)CC